BrC(C(=O)NC1=CC(=C(C=C1)C#N)OC)(C)C 2-bromo-N-(4-cyano-3-methoxyphenyl)-2-methylpropanamide